(4R)-4-methoxy-5-methyl-4,5,6,7-tetrahydro-2H-isoindole CO[C@H]1C2=CNC=C2CCC1C